C(C)(C)(C)OC(=O)OC1=C(C(=O)[O-])C=CC=C1C1C(C1)B1O[C@@]2(C(O1)C[C@H]1C([C@@H]2C1)(C)C)C 2-[(tert-butoxycarbonyl)oxy]-3-{2-[(3aS,4S,6S)-3a,5,5-trimethylhexahydro-2H-4,6-methano-1,3,2-benzodioxaborol-2-yl]cyclopropyl}benzoate